COC=1C=C(C(=CC1)O)O 4-methoxy-1,2-benzenediol